tert-Butyl 4-[(1S)-1-{(2-hydroxypropyl)[(S)-2-methylpropane-2-sulfinyl]amino}ethyl]piperidine-1-carboxylate OC(CN([C@@H](C)C1CCN(CC1)C(=O)OC(C)(C)C)[S@@](=O)C(C)(C)C)C